N-((1-benzylcyclohexyl)methyl)-6-oxo-1,6-dihydropyrazine-2-carboxamide C(C1=CC=CC=C1)C1(CCCCC1)CNC(=O)C=1NC(C=NC1)=O